2-[2-[2-[2-[2-[2-[2-[2-[2-[2-(2-hydroxyethoxy)ethoxy]ethoxy]ethoxy] ethoxy]ethoxy]ethoxy]ethoxy]ethoxy]ethoxy]ethyl 4-methylbenzenesulfonate CC1=CC=C(C=C1)S(=O)(=O)OCCOCCOCCOCCOCCOCCOCCOCCOCCOCCOCCO